Cl.NC(C(=O)OC(C)(C)C)CCC(=O)N tert-butyl 2,5-diamino-5-oxopentanoate hydrochloride